[Cf+3].C(C)C=1C(=C2CCCC2=CC1)NC(=O)NS(=O)(=O)C=1SC(=CN1)C(C)(C)O N-(5-ethyl-2,3-dihydro-1H-inden-4-ylcarbamoyl)-5-(2-hydroxypropan-2-yl)thiazole-2-sulfonamide californium (3+)